4-[3-fluoro-5-methoxy-4-(piperazin-1-ylmethyl)phenyl]-1-[(4-methoxyphenyl)methyl]-6-methyl-pyrazolo[3,4-c]pyridin-7-one HCl Cl.FC=1C=C(C=C(C1CN1CCNCC1)OC)C=1C2=C(C(N(C1)C)=O)N(N=C2)CC2=CC=C(C=C2)OC